FC=1C=CC=C2C=C(NC(C12)=O)CCCN1CCN(CC1)C=1C=CC(=NC1)C#N 5-(4-(3-(8-fluoro-1-oxo-1,2-dihydroisoquinolin-3-yl)propyl)piperazin-1-yl)picolinenitrile